NC1=NNC2=CC=C(C=C12)C1=CC(=NC=C1)NC(=O)NC1=CC=CC=C1 (4-(3-amino-1H-indazol-5-yl)pyridine-2-yl)-3-phenylurea